CC1(OC[C@@H](O1)C(=O)C1=NC=C(C=C1)F)C [(4R)-2,2-dimethyl-1,3-dioxolan-4-yl]-(5-fluoro-2-pyridyl)methanone